1-[1-(5-{2',7-dimethyl-1H,2'H-[3,4'-biindazol]-1-yl}pyridin-2-yl)piperidin-4-yl]pyrrolidin-2-one CN1N=C2C=CC=C(C2=C1)C1=NN(C2=C(C=CC=C12)C)C=1C=CC(=NC1)N1CCC(CC1)N1C(CCC1)=O